CNC(=O)C=1NC2=CC=CC(=C2C1)C1CCC(CC1)C(NCC1=CC(=CC=C1)C(F)(F)F)=O N-methyl-4-(4-((3-(trifluoromethyl)benzyl)carbamoyl)cyclohexyl)-1H-indole-2-carboxamide